O1C(=CC=C1)C(=O)[C@H](O)[C@@H](O)[C@H](O)[C@H](O)CO furylglucose